CC=1C=C(C2=C(OC3=C2N=CN=C3NCC=3C=C(C=CC3)C(C)(C)O)N1)C 2-[3-[[(7,9-dimethylpyrido[3',2':4,5]furo[3,2-d]pyrimidin-4-yl)amino]methyl]phenyl]propan-2-ol